OC=1C=C(C=CC1O)C1(OC=2C(C(C1O)O)=C(C=C(C2)O)O)OC2C(OC1=C(C2)C(=CC(=C1)O)O)C1=CC(=C(C=C1)O)O 2-(3,4-Dihydroxyphenyl)-2-[[2-(3,4-dihydroxyphenyl)-3,4-dihydro-5,7-dihydroxy-2H-1-benzopyran-3-yl]oxy]-3,4-dihydro-2H-1-benzopyran-3,4,5,7-tetrol